NC(CC1=NN=CS1)C 5-(2-aminopropyl)-1,3,4-thiadiazole